methyl 2-[2-(3,5-difluorophenyl)-3-(trifluoromethyl)pyridin-4-yl]acetate FC=1C=C(C=C(C1)F)C1=NC=CC(=C1C(F)(F)F)CC(=O)OC